FC1=C(OCCCCCN2CCN(CC2)C=2C=C3CN(C(C3=CC2)=O)C2C(NC(CC2)=O)=O)C=CC(=C1)C1C(COC2=CC(=CC=C12)O)C=1C=C(C=CC1)C 3-(5-(4-(5-(2-fluoro-4-(7-hydroxy-3-(m-tolyl)chroman-4-yl)phenoxy)pentyl)piperazin-1-yl)-1-oxoisoindolin-2-yl)piperidine-2,6-dione